C(C1=CC=CC=C1)OC1=C(C(C(=O)O)=CC(=C1)OC)C(=O)O 3-(benzyloxy)-5-methoxyphthalic acid